BrC=1C=CC(=NC1)O[C@@H]1C[C@@H]2CN([C@H]1C2)C(=O)C=2C(=NC(=CC2)C)N2N=CC=N2 ((1S,4R,6R)-6-((5-bromopyridin-2-yl)oxy)-2-azabicyclo[2.2.1]heptan-2-yl)(6-methyl-2-(2H-1,2,3-triazol-2-yl)pyridin-3-yl)methanone